[3-chloro-5-[4-(hydroxymethyl)phenyl]phenyl]-[4-(5-methyloxazolo[4,5-b]pyridin-2-yl)piperazin-1-yl]methanone ClC=1C=C(C=C(C1)C1=CC=C(C=C1)CO)C(=O)N1CCN(CC1)C=1OC=2C(=NC(=CC2)C)N1